C(=O)C=1N(C2=CC(=CC=C2C1)[C@@H](C)NC(O)=O)S(=O)(=O)C1=CC=CC=C1 (R)-(1-(2-formyl-1-(phenylsulfonyl)-1H-indol-6-yl)ethyl)carbamic acid